C(C)(=O)OCC(=NO)C#N 2-cyano-2-(Hydroxyimino)ethyl acetate